(1R,2S)-2-amino-1-(4-amino-5-methoxybenzofuran-2-yl)propan-1-ol N[C@H]([C@@H](O)C=1OC2=C(C1)C(=C(C=C2)OC)N)C